CCCl 2-ethylchloride